butyl-N-(3-aminopropyl)-N-(2-phenylethyl)carbamate C(CCC)OC(N(CCC1=CC=CC=C1)CCCN)=O